pyrrolo[3,2-f]quinolin-8-one C=1C=NC=2C1C1=CC(C=NC1=CC2)=O